NCCC(=O)NC=1C=C(N(C1)C)C(=O)NC=1C=C(N(C1)C)C(=O)OCC=C prop-2-en-1-yl 4-[4-(3-aminopropanamido)-1-methylpyrrole-2-amido]-1-methylpyrrole-2-carboxylate